Calcium bromid [Br-].[Ca+2].[Br-]